CN1C(C(=C(C2=CC(=C(C=C12)O[C@H]1COCC1)C1(CC1)C(F)(F)F)N1CCC(CC1)C=1OC2=C(N1)C=C(C=C2)C)C#N)=O |r| (rac)-1-methyl-4-[4-(5-methyl-1,3-benzoxazol-2-yl)piperidin-1-yl]-2-oxo-7-[(oxolan-3-yl)oxy]-6-[1-(trifluoromethyl)cyclopropyl]-1,2-dihydroquinoline-3-carbonitrile